5-{2-amino-[1,2,4]triazolo[1,5-a]pyridin-7-yl}-2-methoxy-N-[(1S,2R)-2-phenylcyclopropyl]pyridine-3-carboxamide NC1=NN2C(C=C(C=C2)C=2C=C(C(=NC2)OC)C(=O)N[C@@H]2[C@H](C2)C2=CC=CC=C2)=N1